C(C)(C)(C)C1=C(OCC(=O)NC2=CC=C(C(=O)O)C=C2)C=CC=C1 4-(2-(2-(tert-butyl)phenoxy)acetamido)benzoic acid